N-[p-(4-morpholino-1H-1,5,7-triazainden-2-yl)phenyl]m-{[(R)-3-amino-1-piperidyl]methyl}benzamide O1CCN(CC1)C1=C2C=C(NC2=NC=N1)C1=CC=C(C=C1)NC(C1=CC(=CC=C1)CN1C[C@@H](CCC1)N)=O